[O-]S(=O)(=O)C(F)(F)F.[Cl+] chlorine triflate